acetic acid (R)-1-acetyl-4-methylcyclohex-3-en-1-yl ester C(C)(=O)[C@@]1(CC=C(CC1)C)OC(C)=O